silicon-silicon hydride [SiH4].[Si]